[I-].[I-].[I-].[Cr+3] chromium tri-iodide